3-(3-aminophenoxy)aniline NC=1C=C(OC=2C=C(N)C=CC2)C=CC1